O=C(C(C1=CC=CC=C1)N1C(CCC1=O)=O)N1CCN(CC1)C1=CC(=CC=C1)C(F)F (2-oxo-1-phenyl-2-(4-(3-(difluoromethyl)phenyl)piperazin-1-yl)ethyl)pyrrolidine-2,5-dione